(2-chloroanilinomethyl)-16-oxo-androsta-5-en-3beta-ol ClC1=C(NCC[C@@]23CC(C[C@H]2[C@@H]2CC=C4C[C@H](CC[C@]4(C)[C@H]2CC3)O)=O)C=CC=C1